(3R,5R,8R,9S,10S,13S,14S,17R)-17-((1S,2S)-1-(4-fluorophenyl)-1-hydroxypropan-2-yl)-10,13-dimethyl-3-(trifluoromethyl)hexadecahydro-1H-cyclopenta[a]phenanthren-3-ol FC1=CC=C(C=C1)[C@H]([C@@H](C)[C@H]1CC[C@H]2[C@@H]3CC[C@@H]4C[C@@](CC[C@@]4([C@H]3CC[C@]12C)C)(O)C(F)(F)F)O